tert-butyl (3S)-3-methyl-4-{5-nitro-6-[(pyrimidin-4-yl)amino]pyridin-2-yl}piperazine-1-carboxylate C[C@H]1CN(CCN1C1=NC(=C(C=C1)[N+](=O)[O-])NC1=NC=NC=C1)C(=O)OC(C)(C)C